3-(trichloroethyl)aniline ClC(CC=1C=C(N)C=CC1)(Cl)Cl